CC=1C=C(C=C(C1)C)NC1N(C(=NC(=N1)N)N1CCOCC1)C1=CC=C(C=C1)C(C)C N-(3,5-Dimethylphenyl)-N1-(4-isopropylphenyl)-6-morpholin-4-yl-[1,3,5]triazine-2,4-diamine